benzyl (2S,5R)-5-((5-cyclopropyl-2-((1-methyl-1H-pyrazol-4-yl) amino)-7-(p-toluenesulfonyl)-7H-pyrrolo[2,3-d]pyrimidin-4-yl) amino)-2-methylpiperidine-1-carboxylate C1(CC1)C1=CN(C=2N=C(N=C(C21)N[C@@H]2CC[C@@H](N(C2)C(=O)OCC2=CC=CC=C2)C)NC=2C=NN(C2)C)S(=O)(=O)C2=CC=C(C)C=C2